tert-butyl 6-(2,3-dihydro-1H-pyrrolo[2,3-b]pyridin-4-yl)-2,6-diazaspiro[3.3]heptane-2-carboxylate N1CCC=2C1=NC=CC2N2CC1(CN(C1)C(=O)OC(C)(C)C)C2